4-methyl-N-[(Z)-(3-methylcyclopentylidene)amino]benzenesulfonamide CC1=CC=C(C=C1)S(=O)(=O)N\N=C\1/CC(CC1)C